N-(4-((7-Azaspiro[3.5]nonan-2-yl)sulfonyl)-2-methylphenyl)-8-ethoxy-7-(1H-pyrazol-4-yl)-[1,2,4]triazolo[1,5-a]pyridin-2-amine C1C(CC12CCNCC2)S(=O)(=O)C2=CC(=C(C=C2)NC2=NN1C(C(=C(C=C1)C=1C=NNC1)OCC)=N2)C